NC(C(OC1=CC(=C(C=C1)CNC(=O)C=1N(C(N2C1CN(CC2)C(C2=CC(=C(C=C2)Br)Cl)=O)=O)C2=CC=C(C=C2)OC2CC2)F)(C)C)=O N-[[4-(2-amino-1,1-dimethyl-2-oxo-ethoxy)-2-fluoro-phenyl]methyl]-7-(4-bromo-3-chloro-benzoyl)-2-[4-(cyclopropoxy)phenyl]-3-oxo-6,8-dihydro-5H-imidazo[1,5-a]pyrazine-1-carboxamide